Cl.[N+](=O)([O-])C1=CC=C(C=NNC(=N)N)O1 1-(5-nitrofurfurylidene)aminoguanidine hydrochloride